(S)-3-(3-(3-bromo-2-methylphenoxy)propyl)pyrrolidine BrC=1C(=C(OCCC[C@@H]2CNCC2)C=CC1)C